CC1=CSC=2N=C(N=C(C21)NC2CCC(CC2)O)NC2=CC=C(C=C2)N2CCN(CC2)C (1r,4r)-4-((5-methyl-2-((4-(4-methylpiperazin-1-yl)phenyl)amino)thieno[2,3-d]pyrimidine-4-yl)amino)cyclohexan-1-ol